(6R,8aS)-6-[8-amino-1-(2-fluoro-4-{1-hydroxy-1-[3-(trifluoromethyl)phenyl]ethyl}phenyl)imidazo[1,5-a]pyrazin-3-yl]-1,1-dimethylhexahydroindolizin-3(2H)-one NC=1C=2N(C=CN1)C(=NC2C2=C(C=C(C=C2)C(C)(C2=CC(=CC=C2)C(F)(F)F)O)F)[C@H]2CN1C(CC([C@@H]1CC2)(C)C)=O